formyloxybenzoin C(=O)OC1=C(C=CC=C1)C(=O)C(O)C1=CC=CC=C1